6-(4-amino-4-(2,4-difluorophenyl)piperidin-1-yl)-3-(3,4-dichloro-2-methyl-2H-Indazol-5-yl)-1H-pyrazolo[3,4-d]pyrimidine-4-carboxamide NC1(CCN(CC1)C1=NC(=C2C(=N1)NN=C2C2=C(C1=C(N(N=C1C=C2)C)Cl)Cl)C(=O)N)C2=C(C=C(C=C2)F)F